C(CCCCCCCCCCCCCCCCCCC)(=O)OCCCCCCCCCCCCCCCC hexadecan-1-yl arachidate